CC=1C=C(C=C(C1)C)C1=CC=CC=2C3=CC=CC=C3NC12 3,5-dimethylphenylcarbazole